CCCCCCCCCCCCCCCOCC(=O)COP(=O)(O)O The molecule is a 1-alkylglycerone 3-phosphate in which the alkyl group is specified as pentadecyl It is a conjugate acid of a 1-pentadecylglycerone 3-phosphate(2-).